ClC1=C2C(=NC=C1C#N)NC(C2(C)C)=O 4-chloro-3,3-dimethyl-2-oxo-1H-pyrrolo[2,3-b]pyridine-5-carbonitrile